BrC1=CC=C(C=C1)CS(=O)(=O)NC1=C(C=CC(=C1)F)OC 1-(4-bromophenyl)-N-(5-fluoro-2-methoxyphenyl)methanesulfonamide